Methyleneglycol Monomethyl Ether COCO